FC1=C(C(=CC(=C1)C#CC1=CC=CC=C1)F)N1C(N2[C@@](CC1=O)(C(N(CC2)CCOC)=O)C)=O (9aS)-7-[2,6-difluoro-4-(2-phenylethynyl)phenyl]-2-(2-methoxyethyl)-9a-methyl-4,9-dihydro-3H-pyrazino[1,2-c]pyrimidine-1,6,8-trione